ClC1=C(C=C2CC(NC2=C1)=O)OCCN(CCN(C(OC(C)(C)C)=O)C)C tert-butyl N-[2-[2-(6-chloro-2-oxo-indolin-5-yl) oxyethyl-methyl-amino] ethyl]-N-methyl-carbamate